NC=1C(=C(C=2C=NNC2C1)C#N)C(=O)C1=C(C=CC(=C1)F)Cl 6-amino-5-[(2-chloro-5-fluorophenyl)carbonyl]-1H-indazole-4-carbonitrile